N1=CC=C(C2=CC=CN=C12)O Naphthyridin-4-ol